N-isohexylpyrrole C(CCC(C)C)N1C=CC=C1